CC1=CC=C(C=C1)N1N=CC(=C1)C=1SC=C(N1)C(=O)N([C@H]1CNCC1)CCC 2-[1-(4-methylphenyl)-1H-pyrazol-4-yl]-N-propyl-N-[(3R)-pyrrolidin-3-yl]-1,3-thiazole-4-carboxamide